methyl 2-(3-vinyl-2-thienyl)acetate C(=C)C1=C(SC=C1)CC(=O)OC